6-acetyl-2-[[5-[4-[[4-[[tert-butyl(dimethyl)silyl]oxymethyl]phenyl]-methyl]-1-piperidyl]-2-pyridyl]amino]-8-cyclopentyl-5-methyl-pyrido[2,3-d]pyrimidin-7-one C(C)(=O)C1=C(C2=C(N=C(N=C2)NC2=NC=C(C=C2)N2CCC(CC2)CC2=CC=C(C=C2)CO[Si](C)(C)C(C)(C)C)N(C1=O)C1CCCC1)C